N-(2-bromo-6-chlorophenyl)-2-{1-[(R)-1-methyl-2-(methylamino)ethyl]-4-pyrazolylamino}-4-ethoxy-5-pyrimidinecarboxamide BrC1=C(C(=CC=C1)Cl)NC(=O)C=1C(=NC(=NC1)NC=1C=NN(C1)[C@@H](CNC)C)OCC